N-[1-(6-azaspiro[2.5]octan-6-yl)-1-oxopropan-2-yl]-6-[2-(trifluoromethoxy)phenyl]pyridine-3-carboxamide C1CC12CCN(CC2)C(C(C)NC(=O)C=2C=NC(=CC2)C2=C(C=CC=C2)OC(F)(F)F)=O